BrC1=C(C=CC(=C1)OC)C=1C=C(C#N)C=CC1 3-(2-bromo-4-methoxy-phenyl)benzonitrile